borazazole B1N=NC=C1